3-fluoro-5-((5'S,7a'R)-3-hydroxy-3'-oxotetrahydro-3'H-spiro[cyclobutane-1,2'-pyrrolo[2,1-b]oxazol]-5'-yl)benzonitrile FC=1C=C(C#N)C=C(C1)[C@@H]1CC[C@H]2OC3(C(N21)=O)CC(C3)O